B([O-])([O-])[O-].[Bi+3] Bismuth orthoborate